2-(((R)-1-(2-cyano-3-((R)-4,4-difluoro-2-methylpyrrolidin-1-yl)-7-methylquinoxalin-5-yl)ethyl)amino)benzoic acid C(#N)C1=NC2=CC(=CC(=C2N=C1N1[C@@H](CC(C1)(F)F)C)[C@@H](C)NC1=C(C(=O)O)C=CC=C1)C